C[C@H]1CN(C[C@H](O1)C)C1=CN=CC(=N1)C=1C=C2C=C(N=CC2=CC1)CNC(OC(C)(C)C)=O tert-butyl N-[[6-[6-[(2S,6R)-2,6-dimethylmorpholin-4-yl]pyrazin-2-yl]-3-isoquinolyl]methyl]carbamate